COC1=NN(C2=CC=C(C=C12)[C@H](C)N[S@](=O)C(C)(C)C)C (R)-N-[(1S)-1-(3-methoxy-1-methyl-indazol-5-yl)ethyl]-2-methyl-propane-2-sulfinamide